O1C(=CC=C1)C(=O)C(C#N)=C(SC)SC 2-(furan-2-carbonyl)-3,3-bis(methylsulfanyl)prop-2-enenitrile